4-methoxy-N-(4-(5-(trifluoromethyl)-1,3,4-oxadiazol-2-yl)benzyl)benzenesulfonamide COC1=CC=C(C=C1)S(=O)(=O)NCC1=CC=C(C=C1)C=1OC(=NN1)C(F)(F)F